O[C@@H]1C2(C[C@@H]1[C@@H]1N3C(C4=CC=CC=C14)=CN=C3)C3CN(CC2CC3)C(=O)OC(C)(C)C tert-butyl (2'S,3'R)-2'-hydroxy-3'-((S)-5H-imidazo[5,1-a]isoindol-5-yl)-3-azaspiro[bicyclo[3.2.1]octane-8,1'-cyclobutane]-3-carboxylate